1-methyl-N3-(5-(1-methyl-1H-benzo[d][1,2,3]triazol-6-yl)pyrrolo[2,1-f][1,2,4]triazin-2-yl)cyclobutane-1,3-diamine CC1(CC(C1)NC1=NN2C(C=N1)=C(C=C2)C=2C=CC1=C(N(N=N1)C)C2)N